COC([C@H](CI)NC(=O)OC(C)(C)C)=O.ClCC1=C(C=C)C=CC=C1 o-(chloromethyl)styrene methyl-(2R)-2-[(tert-butoxycarbonyl)amino]-3-iodopropanoate